OC1=C2C(C=C(C(C2=CC=C1)=O)O)=O 5-hydroxy-2-hydroxynaphthalene-1,4-dione